C(C)C1C(NC2=CC=CC=3C=C(N1C32)C(=O)NC=3C=C(C(=O)OC)C=C(C3NC)F)C methyl 3-[(11-ethyl-10-methyl-1,9-diazatricyclo[6.3.1.04,12]dodeca-2,4(12),5,7-tetraene-2-carbonyl)amino]-5-fluoro-4-(methylamino)benzoate